C(C(=O)O)(=O)O.NCCCC(=O)O gamma-aminobutyric acid oxalate